O=C1N(C(C=C1)=O)CCCCCC(=O)N[C@H](C(=O)N[C@H](C(=O)NC1=CC=C(C=C1)COC(=O)NCC(=O)O)C)C(C)C 2-[[4-[[(2S)-2-[[(2S)-2-[6-(2,5-dioxopyrrol-1-yl)hexanoylamino]-3-methyl-butanoyl]amino]propanoyl]amino]phenyl]methoxycarbonylamino]acetic acid